6-(2-fluoropropan-2-yl)-2-[4-(2-hydroxypropan-2-yl)phenyl]-4-[2-(2,2,2-trifluoroethoxy)phenyl]-2,3-dihydro-1H-pyrrolo[3,4-c]pyridin-1-one FC(C)(C)C1=CC2=C(C(=N1)C1=C(C=CC=C1)OCC(F)(F)F)CN(C2=O)C2=CC=C(C=C2)C(C)(C)O